7-fluoro-5-methoxy-3H-quinazolin-4-one FC1=CC(=C2C(NC=NC2=C1)=O)OC